C1=C(C=CC2=CC=CC=C12)CC(=O)O 2-NAPHTHALENEACETIC ACID